2-amino-1'-[4-[(3R)-3-hydroxy-3-methyl-1-piperidyl]-6-[[1-(morpholinomethyl)cyclopropyl]methoxy]-1,3,5-triazin-2-yl]spiro[6H-thieno[2,3-c]thiophene-4,3'-azetidine]-3-carbonitrile NC1=C(C2=C(CSC23CN(C3)C3=NC(=NC(=N3)N3C[C@](CCC3)(C)O)OCC3(CC3)CN3CCOCC3)S1)C#N